2-{1-[2-(Oxan-4-yl)ethyl]-5-oxopyrrolidin-2-yl}-2-oxoacetic Acid O1CCC(CC1)CCN1C(CCC1=O)C(C(=O)O)=O